C1=CC2C3C(C1C4C2C(=O)OC4=O)C(=O)OC3=O Bicyclo[2.2.2]oct-7-ene-2,3,5,6-tetracarboxylic Acid dianhydride